C(C)(=O)NC=1N=C2N(N=C(C=C2)C=2C=C(C(=NC2)OC)C(=O)NCC2=NC=CC=C2OCC(F)(F)F)C1 5-{2-acetamidoimidazo[1,2-b]pyridazin-6-yl}-2-methoxy-N-{[3-(2,2,2-trifluoroethoxy)pyridin-2-yl]methyl}pyridine-3-carboxamide